C(C1=CC=CC=C1)(=O)OC[C@H]1O[C@@H]([C@H]([C@@H]1OC(C1=CC=CC=C1)=O)O)N1C(N(C(C=C1)=O)COCC1=CC=CC=C1)=O ((2R,3S,4S,5S)-3-(benzoyloxy)-5-(3-((benzyloxy)methyl)-2,4-dioxo-3,4-dihydropyrimidin-1(2H)-yl)-4-hydroxytetrahydrofuran-2-yl)methyl benzoate